4,5-dicyano-1,2,3-triazole C(#N)C=1N=NNC1C#N